(2S,4S)-1-(3-Cyano-6-methyl-4-(trifluoromethyl)-pyridin-2-yl)-N-ethyl-N-(4-fluoro-3-methylphenyl)-4-(2-(hydroxymethyl)morpholino)pyrrolidine-2-carboxamide C(#N)C=1C(=NC(=CC1C(F)(F)F)C)N1[C@@H](C[C@@H](C1)N1CC(OCC1)CO)C(=O)N(C1=CC(=C(C=C1)F)C)CC